Difluoroacetoacetate FC(C(CC(=O)[O-])=O)F